COCC=1N(C(=NC1)C)C methoxymethyl-2,3-dimethylimidazole